2-((2R,6S)-2,6-dimethylpiperazin-1-yl)-N-(3-((2,6-dioxopiperidin-3-yl)amino)phenyl)acetamide hydrobromide Br.C[C@H]1N([C@H](CNC1)C)CC(=O)NC1=CC(=CC=C1)NC1C(NC(CC1)=O)=O